FC(C1(CC1)C=1C=CC=2N(C1)C(=CN2)C2=CC=CC(=N2)NC2CC1(CNC1)CC2)(F)F N-(6-(6-(1-(trifluoro-methyl)cyclopropyl)-imidazo[1,2-a]pyridin-3-yl)pyridin-2-yl)-2-azaspiro[3.4]octan-6-amine